2-[[2-[4-cyclopropyl-6-(fluoromethoxy)pyrimidin-5-yl]pyrrolo[3,2-d]pyrimidin-5-yl]methoxy]ethyl-trimethyl-silane C1(CC1)C1=NC=NC(=C1C=1N=CC2=C(N1)C=CN2COCC[Si](C)(C)C)OCF